pyridyloxydipyrazole N1=C(C=CC=C1)C=1C(=NNC1)OC1=NNC=C1